ClC1=C(N(C(C2=C(C=CC=C12)C1=C(C=C(C#N)C=C1)C)=O)C1=CC=CC=C1)[C@H](C)NC=1C2=C(N=CN1)NC=CC2=O (S)-4-(4-chloro-1-oxo-3-(1-((5-oxo-5,8-dihydropyrido[2,3-d]pyrimidin-4-yl)amino)ethyl)-2-phenyl-1,2-dihydroisoquinolin-8-yl)-3-methylbenzonitrile